3-((5-fluoro-6-methyl-1H-benzo[d]imidazol-2-yl)amino)-N-hydroxybenzamide FC1=CC2=C(NC(=N2)NC=2C=C(C(=O)NO)C=CC2)C=C1C